NC(C)C=1C=C(C=NC1OC)C1CN(CCC1(F)F)C(=O)OC(C)(C)C tert-butyl 3-(5-(1-aminoethyl)-6-methoxypyridin-3-yl)-4,4-difluoropiperidine-1-carboxylate